decanediboronic acid C(CCCCCCCCC)(B(O)O)B(O)O